BrC=1N=C(C(=NC1)OC1CN(CC1)C(C)=O)Cl 1-[3-[(5-bromo-3-chloropyrazin-2-yl)oxy]pyrrolidin-1-yl]ethanone